CC1=NC(=NO1)C1=CC=C2C=CN=C(C2=C1)NCCN1CC2=C(CC1)C=C(S2)C(=O)OC Methyl 6-(2-((7-(5-methyl-1,2,4-oxadiazol-3-yl)isoquinolin-1-yl)amino)ethyl)-4,5,6,7-tetrahydrothieno[2,3-c]pyridine-2-carboxylate